FC(C(=O)[O-])(C(F)(F)F)OC(C(C(F)(F)F)(OC(C(C(F)(F)F)(F)F)(F)F)F)(F)F.[NH4+].C(C)C1=CC2=C(C3=CC=CC=C3C(=C2C=C1)OC(C(CCCC)CC)=O)OC(C(CCCC)CC)=O 2-ethyl-9,10-bis(2-ethylhexanoyloxy)anthracene Ammonium 2,3,3,3-tetrafluoro-2-{1,1,2,3,3,3-hexafluoro-2-(heptafluoropropoxy)propoxy}propanoate